(2-methoxy-5-[[4-methyl-6-(methylamino)pyrimidin-2-yl]amino]phenyl)boronic acid COC1=C(C=C(C=C1)NC1=NC(=CC(=N1)C)NC)B(O)O